(4-amino-2-anilino-thiazol-5-yl)-(4-hydroxyphenyl)methanone NC=1N=C(SC1C(=O)C1=CC=C(C=C1)O)NC1=CC=CC=C1